(S)-2-(6-aminopyridin-3-yl)-1-(4-(methylamino)-4-oxobutyl)-N-(1-(naphthalen-2-yl)ethyl)-1H-benzo[d]imidazole-7-carboxamide NC1=CC=C(C=N1)C1=NC2=C(N1CCCC(=O)NC)C(=CC=C2)C(=O)N[C@@H](C)C2=CC1=CC=CC=C1C=C2